(S)-N-((R)-1-(4-bromophenyl)-2,2,2-trifluoroethyl)-2-methylpropane-2-sulfinamide BrC1=CC=C(C=C1)[C@H](C(F)(F)F)N[S@@](=O)C(C)(C)C